NC1=NN(C2=CC=C(C=C12)C=1C=C(C#N)C=CC1Cl)C(C1=CC=CC=C1)(C1=CC=CC=C1)C1=CC=CC=C1 3-(3-amino-1-trityl-1H-indazol-5-yl)-4-chlorobenzonitrile